C(CC)N(CCCCC(CCCCCCC(C(=O)[O-])C(CCCCCCCC)CCCCCCCC)(CCCCCCC(C(=O)[O-])C(CCCCCCCC)CCCCCCCC)O)CCC 7-(4-(Dipropylamino) butyl)-7-hydroxytridecane-1,13-diylbis(3-octylundecanoate)